C(C)OC(=O)C1=NC(=NNC1=O)SC.C[Si](C=1C=C(C=CC1)C(=C)C1=CC=C(C=C1)[SiH](C)C)(OC)C 1-[3-(dimethylmethoxysilyl)phenyl]-1-(4'-dimethylsilylphenyl)ethene ethyl-3-(methylthio)-6-oxo-1,6-dihydro-1,2,4-triazine-5-carboxylate